7-[1-(3-chlorophenyl)-3-cyano-5-methyl-7-oxo-pyrazolo[4,3-d]pyrimidin-6-yl]-3,4-dihydro-1H-isoquinoline-2-carboxylic acid tert-butyl ester C(C)(C)(C)OC(=O)N1CC2=CC(=CC=C2CC1)N1C(=NC2=C(C1=O)N(N=C2C#N)C2=CC(=CC=C2)Cl)C